C(C)N([C@@H](CC(C)C)C(=O)O)C(=O)C1=CN=C(O1)C1=CC(=CC=C1)C1=CC(=NN1)C(NC(CC)CC)=O.BrC1=C(C(=CC=C1)OCCCCCl)Cl 1-bromo-2-chloro-3-(4-chlorobutoxy)benzene ethyl-(2-(3-(3-(pentan-3-ylcarbamoyl)-1H-pyrazol-5-yl)phenyl)oxazole-5-carbonyl)-L-leucinate